3,6-dibenzoyl-N-ethylcarbazole C(C1=CC=CC=C1)(=O)C=1C=CC=2N(C3=CC=C(C=C3C2C1)C(C1=CC=CC=C1)=O)CC